tetrahydro-1-hydroxy-6,6-dimethyl-6H-dibenzo[b,d]pyran-9(6aH)-one OC1CCCC=2OC(C3C(C21)=CC(C=C3)=O)(C)C